5-fluoro-4-(8-fluoro-3,4-dihydro-2H-benzo[b][1,4]oxazin-6-yl)-N-(5-(piperazin-1-yl)pyridin-2-yl)pyrimidin-2-amine FC=1C(=NC(=NC1)NC1=NC=C(C=C1)N1CCNCC1)C1=CC2=C(OCCN2)C(=C1)F